2-(6-((2R,3S,4S,5R)-2-((2-carbamoylpyridin-4-yl) carbamoyl)-4,5-dimethyl-5-(trifluoromethyl)tetrahydrofuran-3-yl)-2,3-difluorophenoxy)ethyl methanesulfonate CS(=O)(=O)OCCOC1=C(C(=CC=C1[C@H]1[C@@H](O[C@]([C@H]1C)(C(F)(F)F)C)C(NC1=CC(=NC=C1)C(N)=O)=O)F)F